(2,3-dimethylphenyl)-6-methoxy-1-(4-methoxybenzyl)-3-(1-(piperidin-4-yl)-1H-pyrazol-4-yl)-1H-pyrazolo[4,3-b]pyridine CC1=C(C=CC=C1C)C1=C(C=C2C(=N1)C(=NN2CC2=CC=C(C=C2)OC)C=2C=NN(C2)C2CCNCC2)OC